FC(C(=O)O)(F)F.CN1CC(CC1)NC(=O)C1=NN2C(N=C(C=C2N2CCCCC2)C2=CC=CC=C2)=C1 N-(1-methylpyrrolidin-3-yl)-5-phenyl-7-(piperidin-1-yl)pyrazolo[1,5-a]pyrimidine-2-carboxamide trifluoroacetate